tert-Butyl 4-methyl-2-(3-{[6-(5-methyl-1,2,4-oxadiazol-3-yl)pyridin-2-yl]formamido}propanamido)-1,3-thiazole-5-carboxylate CC=1N=C(SC1C(=O)OC(C)(C)C)NC(CCNC(=O)C1=NC(=CC=C1)C1=NOC(=N1)C)=O